[Br-].CC=1C=C(C=C(C1)C)P(C(C)C)C1=CC(=CC(=C1)C)C bis(3,5-dimethylphenyl)isopropylphosphine bromide